3-methyl-2-oxoisovaleric acid CC(C(C(=O)O)=O)(C)C